CC=1N(C(=CC1)C)C=1C=C(C=CC1)C=1C=CC2=C(NC(=N2)C)C1 6-(3-(2,5-DiMethyl-1H-Azol-1-yl)phenyl)-2-Methyl-1H-benzo[d]Imidazol